3-(4-(4-bromophenoxy)piperidin-1-yl)propan-1,2-diol BrC1=CC=C(OC2CCN(CC2)CC(CO)O)C=C1